N-(2-(4,4-difluoropiperidin-1-yl)-6-methylpyrimidin-4-yl)-2-fluoro-4-nitrobenzamide FC1(CCN(CC1)C1=NC(=CC(=N1)NC(C1=C(C=C(C=C1)[N+](=O)[O-])F)=O)C)F